COC(=O)C1=CC=C2C=C(NC2=C1)B(O)O 6-(METHOXYCARBONYL)INDOLE-2-BORONIC ACID